[Si](C)(C)(C(C)(C)C)OCCCC1(N(CC(C1)=C(F)F)C(=O)OC(C)(C)C)C(=O)OC 1-(t-butyl) 2-methyl 2-(3-((t-butyldimethylsilyl) oxy)propyl)-4-(difluoromethylene)pyrrolidin-1,2-dicarboxylate